C[Si](CCOCN1N=C2C=CC=C(C2=C1)S(=O)(=O)Cl)(C)C 2-((2-(trimethylsilyl)ethoxy)methyl)-2H-indazole-4-sulfonyl chloride